CSC=1OC(=NN1)C=C 2-methylthio-5-vinyl-1,3,4-oxadiazole